C1(=CC(=CC=C1)C=1C=NC=C(C(=O)N)C1)C 5-(m-tolyl)nicotinamide